(3R)-N-(2-cyano-4-fluoro-3-{[3-(2-methanesulfonylpyrimidin-5-yl)-4-oxoquinazolin-6-yl]oxy}phenyl)-3-fluoropyrrolidine-1-sulfonamide C(#N)C1=C(C=CC(=C1OC=1C=C2C(N(C=NC2=CC1)C=1C=NC(=NC1)S(=O)(=O)C)=O)F)NS(=O)(=O)N1C[C@@H](CC1)F